N1N=CC2=CC=C(C=C12)CCC1(CCCC=2C3=CC=CC=C3NC12)N (2-(1H-indazol-6-yl)ethyl)-2,3,4,9-tetrahydro-1H-carbazol-1-amine